digermaine [GeH]1=[GeH]C=CC=C1